CN(C(C1=CC=CC=C1)=O)C[C@H]1COCC1 N-methyl-N-(((S)-tetrahydrofuran-3-yl)methyl)benzamide